N1(CCCCC1)S(=O)(=O)C1=CC=C(C=C1)NC(NCC=1C=NC=NC1)=O 3-[4-(piperidine-1-sulfonyl)phenyl]-1-(pyrimidin-5-ylmethyl)urea